CC=1SC(=CC1C(=O)NC1=NC(=NS1)CC(C)N1CCOCC1)C1=CC(=CC=C1)C#N 2-methyl-5-(3-cyanophenyl)-N-(3-(2-morpholinopropyl)-1,2,4-thiadiazol-5-yl)thiophene-3-carboxamide